OC1=C(C=NN1C)C1CN(C1)C(=O)OC(C)(C)C tert-butyl 3-(5-hydroxy-1-methyl-1H-pyrazol-4-yl)azetidine-1-carboxylate